L-galactose Pentaacetate C(C)(=O)O[C@H](C=O)[C@H](OC(C)=O)[C@H](OC(C)=O)[C@@H](OC(C)=O)COC(C)=O